ClC1=CC=C(C(=N1)C(=O)O)N[C@H](C)C=1C=C(C=C2C(C(=C(OC12)C1=CC=C(C=C1)OCCN(C)C)C)=O)C (R)-6-chloro-3-((1-(2-(4-(2-(dimethylamino)ethoxy)phenyl)-3,6-dimethyl-4-oxo-4H-chromen-8-yl)ethyl)amino)picolinic acid